1-vinylaziridin-2-one C(=C)N1C(C1)=O